N-(4-(4-amino-7-methyl-5-(4-((6-methylpyridin-2-yl)oxy)phenyl)-7H-pyrrolo[2,3-d]pyrimidin-6-yl)phenyl)methacrylamide NC=1C2=C(N=CN1)N(C(=C2C2=CC=C(C=C2)OC2=NC(=CC=C2)C)C2=CC=C(C=C2)NC(C(=C)C)=O)C